NC[C@H](CCl)O (R)-1-amino-3-chloropropane-2-ol